C(C)OC(CCNC(=O)C1C(C2=CC=C(C=C2C1=O)S(=O)(=O)C=1C=C2C(C(C(C2=CC1)=O)C(=O)NCCC(=O)OCC)=O)=O)=O ethyl 3-{[5-({2-[(3-ethoxy-3-oxopropyl)carbamoyl]-1,3-dioxo-2,3-dihydro-1H-inden-5-yl}sulfonyl)-1,3-dioxo-2,3-dihydro-1H-inden-2-yl]formamido}propanoate